6-(5,6-dihydroimidazo[1,2-a]pyrazin-7(8H)-yl)-5-(2-((1-methylcyclopentyl)methyl)oxazol-5-yl)picolinonitrile N=1C=CN2C1CN(CC2)C2=C(C=CC(=N2)C#N)C2=CN=C(O2)CC2(CCCC2)C